7-amino-1H-benzotriazole NC1=CC=CC2=C1NN=N2